1-((5-(4-cyano-3-(trifluoromethyl)phenyl)-1,2,4-oxadiazol-3-yl)methyl)-2-methyl-N-(3-(trifluoromethyl)phenyl)piperidine-4-carboxamide C(#N)C1=C(C=C(C=C1)C1=NC(=NO1)CN1C(CC(CC1)C(=O)NC1=CC(=CC=C1)C(F)(F)F)C)C(F)(F)F